FCCCCCC=CCCCCCCF 1,13-difluoro-6-tridecene